2,2-ethylenebis[6-[(2-hydroxy-5-methylphenyl)ethyl]-4-ethylphenol] CC(C1=C(C(=CC(=C1)CC)CCC1=C(C=CC(=C1)C)O)O)C1=C(C(=CC(=C1)CC)CCC1=C(C=CC(=C1)C)O)O